FC=1C=C2C3=C(NC2=C(C1)C(=O)O)CC(CCC3)CCCCCC 2-fluoro-7-hexyl-5H,6H,7H,8H,9H,10H-cyclohepta[b]indole-4-carboxylic acid